5-methylhexan-3-one CC(CC(CC)=O)C